ClC=1C=C2C(=NC(=NC2=C(C1C1=C2C(=NNC2=CC=C1C)C)F)N1CC(C1)N(C)C)N1C[C@H](N(C[C@@H]1C)C(C=C)=O)C 1-((2R,5S)-4-(6-chloro-7-(3,5-dimethyl-1H-indazol-4-yl)-2-(3-(dimethylamino)azetidin-1-yl)-8-fluoroquinazolin-4-yl)-2,5-dimethylpiperazin-1-yl)prop-2-en-1-one